ClC1=CC=C(C=C1)CN1N=C(C=CC1=O)C=1C=NC(=NC1)OCC(F)(F)F 2-[(4-chlorophenyl)methyl]-6-[2-(2,2,2-trifluoroethoxy)pyrimidin-5-yl]-2,3-dihydropyridazin-3-one